2,3-dihydroxyaziridine OC1NC1O